(NE,S)-N-(7-benzyloxytetralin-1-ylidene)-2-methyl-propane-2-sulfinamide C(C1=CC=CC=C1)OC1=CC=C2CCC/C(/C2=C1)=N\[S@@](=O)C(C)(C)C